(E)-3-(Dimethyl-amino)-(2-(trifluoromethyl)phenyl)prop-2-en-1-one CN(/C=C/C(=O)C1=C(C=CC=C1)C(F)(F)F)C